ClC1=CC=C(S1)C#CC1=CN(C2=NC=C(C=C21)NC(C=C)=O)C(F)F N-(3-((5-Chlorothiophen-2-yl)ethynyl)-1-(difluoromethyl)-1H-pyrrolo[2,3-b]pyridin-5-yl)acrylamide